CC(CCC(C(C(C(=O)[O-])(CCC(C(C)C)(C)C)CCC(C(C)C)(C)C)(O)C(=O)[O-])C(=O)[O-])(C(C)C)C Tri(3,3,4-trimethyl-1-pentyl)citrat